[2-(1H-benzoimidazol-1-ylmethyl)phenyl]-boronic acid N1(C=NC2=C1C=CC=C2)CC2=C(C=CC=C2)B(O)O